OCC1=CC=C(C=C1)C(C=CC1=CC=C(C=C1)C=CC(=O)O)=O 3-[4-[3-[4-(Hydroxymethyl)phenyl]-3-oxoprop-1-enyl]phenyl]prop-2-enoic acid